NC1=NC=NN2C1=CC=C2[C@H]2[C@@H]([C@@H]([C@@](O2)(C#N)COP(=O)(OC2=CC=C(C=C2)C(C)(C)C)N[C@@H](C)C(=O)OCC)O)O Ethyl ((((2R,3S,4R,5S)-5-(4-aminopyrrolo[2,1-f][1,2,4]triazin-7-yl)-2-cyano-3,4-dihydroxytetrahydrofuran-2-yl)methoxy)(4-(tert-butyl)phenoxy)phosphoryl)-L-alaninate